2-[4-[2-[2-(2-methoxyethoxy)ethoxy]ethoxy]phenyl]-4,4,5,5-tetramethyl-1,3,2-dioxaborolane COCCOCCOCCOC1=CC=C(C=C1)B1OC(C(O1)(C)C)(C)C